decenyl-succinic acid anhydride C(=CCCCCCCCC)C1C(=O)OC(C1)=O